C(C=C)(=O)OC1=CC2=CC=CC(=C2C=C1)Cl 5-chloronaphthalen-2-yl acrylate